COC(=O)C=1N([C@](SC1)(C(C)(C)C)C)C=O methyl-(R)-2-(tert-butyl)-3-formyl-2,3-dihydrothiazole-4-formic acid methyl ester